COC1=NSC(=N1)NC=1NC=2N(C(C1C1=CC=C(C=C1)OC)=O)N=C(C2C2=CC=CC=C2)C2=CC=CC=C2 5-((3-methoxy-1,2,4-thiadiazol-5-yl)amino)-6-(4-methoxyphenyl)-2,3-diphenylpyrazolo[1,5-a]pyrimidin-7(4H)-one